ClC1=CC2=C(N=C(N=C2)NC2=C(C=C(C=C2)S(=O)(=O)C2CC3(C2)CCN(CC3)C(=O)OCCCC)C)N(C1=O)C(C)C1CC1 butyl 2-[4-[[6-chloro-8-(1-cyclopropylethyl)-7-oxo-pyrido[2,3-d]pyrimidin-2-yl]amino]-3-methyl-phenyl]sulfonyl-7-azaspiro[3.5]nonane-7-carboxylate